6-acetyl-3-[(1-{[4-(trifluoromethyl)phenyl]methyl}-1,2,3-triazacyclopent-4-yl)methyl]-1,2,3,4-tetrahydroquinazoline-2,4-dione C(C)(=O)C=1C=C2C(N(C(NC2=CC1)=O)CC1NNN(C1)CC1=CC=C(C=C1)C(F)(F)F)=O